methyl(3-(2-(1-methyl-1H-pyrazol-4-yl)furo[3,2-b]pyridin-7-yl)phenyl)(methylimino)-λ6-sulfanone CS(=O)(=NC)C1=CC(=CC=C1)C1=C2C(=NC=C1)C=C(O2)C=2C=NN(C2)C